NC(C)C1=NN2C(C=C(C=C2N2C(N(C(C2)=O)C)=O)C2CC2)=C1 1-(2-(1-aminoethyl)-5-cyclopropylpyrazolo[1,5-a]pyridin-7-yl)-3-methylimidazolidine-2,4-dione